BrC1=CC=C(C=C1)C(C[N+](=O)[O-])C1(CCC1)C=O 1-[1-(4-bromophenyl)-2-nitroethyl]cyclobutane-1-carbaldehyde